ClC1=C(C=CC(=C1)Cl)C1=NC(=NC=C1N1C=NC=C1)NCCNC1=CC=C(C(=N1)N)[N+](=O)[O-] N6-[2-[[4-(2,4-dichlorophenyl)-5-(1H-imidazol-1-yl)-2-pyrimidinyl]amino]-ethyl]-3-nitro-2,6-Pyridinediamine